COC=1C=C(C=CC1OC)CC=1NN2C(C(N1)=O)=C(N=C2[C@H]([C@@H](C)O)CCCC2=CC=CC=C2)C 2-[(3,4-dimethoxyphenyl)methyl]-7-[(2R,3R)-2-hydroxy-6-phenylhex-3-yl]-5-methyl-1H-imidazo[5,1-f][1,2,4]Triazin-4-one